O[C@]1(C(N(C2=CC=CC=C12)C=1C=C(C=NC1)CC1=NNC(C2=CC=CC=C12)=O)=O)C (R)-(+)-4-((5-(3-Hydroxy-3-methyl-2-oxoindolin-1-yl)pyridin-3-yl)methyl)phthalazin-1(2H)-one